FC1(C2CC(CC12)C(=O)N(C)OC)F 6,6-difluoro-N-methoxy-N-methylbicyclo[3.1.0]hexane-3-carboxamide